4-(1-methyl-1H-pyrrolo[2,3-b]pyridin-3-yl)pyrimidine-5-carboxylic acid isopropyl ester C(C)(C)OC(=O)C=1C(=NC=NC1)C1=CN(C2=NC=CC=C21)C